5-(3-fluorophenyl)-6-methyl-1H-pyrrolo[2,3-f]indazole FC=1C=C(C=CC1)N1C(=CC2=C1C=C1C=NNC1=C2)C